methyl 3-bromo-4-(bromomethyl)benzoate BrC=1C=C(C(=O)OC)C=CC1CBr